N-(5-(2-(4,6-dihydro-5H-pyrrolo[3,4-d]thiazol-5-yl)acetamido)-2-methylpyridin-3-yl)-7-(1-methyl-1H-pyrazol-4-yl)-[1,2,4]triazolo[4,3-a]pyridine-3-carboxamide S1C=NC2=C1CN(C2)CC(=O)NC=2C=C(C(=NC2)C)NC(=O)C2=NN=C1N2C=CC(=C1)C=1C=NN(C1)C